N-(2-(2,6-dioxopiperidin-3-yl)-1-oxoisoindolin-5-yl)-[1,2,3]triazolo[1,5-a]pyridine-4-carboxamide O=C1NC(CCC1N1C(C2=CC=C(C=C2C1)NC(=O)C=1C=2N(C=CC1)N=NC2)=O)=O